(S)-N-((5,6-dihydro-4H-thieno[2,3-c]pyrrol-2-yl)methyl)-3-(((5-ethyl-[1,1'-biphenyl]-3-yl)methyl)amino)-4-oxo-4,6,7,8-tetrahydropyrrolo[1,2-a]pyrazine-6-carboxamide trifluoroacetate FC(C(=O)O)(F)F.S1C(=CC2=C1CNC2)CNC(=O)[C@@H]2CCC=1N2C(C(=NC1)NCC=1C=C(C=C(C1)CC)C1=CC=CC=C1)=O